ClC=1C(N(C(=CC1[C@@H]1[C@H](C1)C1=CC=C(C=C1)F)C)C1=CC(=NC=C1C)C=1C(=C(C=CC1)NC(=O)C1(CC1)F)F)=O N-(3-(3-chloro-4-((1S,2S)-2-(4-fluorophenyl)cyclopropyl)-5',6-dimethyl-2-oxo-2H-[1,4'-bipyridin]-2'-yl)-2-fluorophenyl)-1-fluorocyclopropane-1-carboxamide